7-fluoroimidazo[1,2-a]pyridin FC1=CC=2N(C=C1)C=CN2